(R)-5-(((4-(3-chloro-4-(2-chloro-3-((3-fluoro-4-(((tetrahydro-2H-pyran-4-yl)amino)methyl)pyridin-2-yl)amino)phenyl)pyridin-2-yl)-2-methoxybenzyl)amino)methyl)pyrrolidin-2-one ClC=1C(=NC=CC1C1=C(C(=CC=C1)NC1=NC=CC(=C1F)CNC1CCOCC1)Cl)C1=CC(=C(CNC[C@H]2CCC(N2)=O)C=C1)OC